(1-hydroxy-1,4-dimethyl-pentenyl)androsta-5-en-3β-ol OC(=C(CC(C)C)C[C@@]12CCC[C@H]1[C@@H]1CC=C3C[C@H](CC[C@]3(C)[C@H]1CC2)O)C